3-{4-[(2-cyclopropylethyl)[(1r,4r)-4-{[(1-fluorocyclobutyl)methyl]amino}cyclohexyl]amino]-1-oxo-3H-isoindol-2-yl}piperidine-2,6-dione C1(CC1)CCN(C1=C2CN(C(C2=CC=C1)=O)C1C(NC(CC1)=O)=O)C1CCC(CC1)NCC1(CCC1)F